Cl[Si](N([Si](C)(Cl)Cl)CCCC)(C)Cl 1,1,3,3-tetrachloro-1,3-dimethyl-2-n-butyldisilazane